(E)-2-((1-methyl-3-(trifluoromethyl)-1H-pyrazol-5-yl)oxy)-1-(2,3,4-trichlorophenyl)ethan-1-one-O-ethyloxime C(C)O\N=C(\COC1=CC(=NN1C)C(F)(F)F)/C1=C(C(=C(C=C1)Cl)Cl)Cl